COC1=CC=CC(=N1)NC1=CC=CC(=N1)S(=O)(=O)NC(=O)C=1C(=NC=CC1)N1C(CC(C1)C)(C)C N-[[6-[(6-Methoxy-2-pyridyl)amino]-2-pyridyl]sulfonyl]-2-(2,2,4-trimethylpyrrolidin-1-yl)pyridin-3-carboxamid